di-tert-butyl-diazirine C(C)(C)(C)N1N(C1)C(C)(C)C